FC=1C=CC2=C(N=C(S2[2H])N)C1OC 5-fluoro-4-methoxybenzo[d]thiazol-2-amine-1-d